BrC1=C(C=C(C=C1)Cl)N1C(=NNC1C)[C@H]1[C@H](O)[C@H]([C@@H](O)[C@H](O1)CO)N1N=NC(=C1)C=1SC=CN1 2-bromo-5-chloro-1-{3-{3-deoxy-3-[4-(2-thiazolyl)-1H-1,2,3-triazol-1-yl]-beta-D-galactopyranosyl}-5-methyl-1H-1,2,4-triazol-4-yl}benzene